bis(3,4-xylyl) ketone C1(=CC(=C(C=C1)C)C)C(=O)C1=CC(=C(C=C1)C)C